2-[(4-{6-[(3-cyanobenzyl)oxy]pyridin-2-yl}piperidin-1-yl)methyl]-1-methyl-1H-benzimidazole-6-carboxylic acid C(#N)C=1C=C(COC2=CC=CC(=N2)C2CCN(CC2)CC2=NC3=C(N2C)C=C(C=C3)C(=O)O)C=CC1